CC=1C(=NC(=NC1O)C(F)(F)F)O 5-methyl-2-(trifluoromethyl)pyrimidine-4,6-diol